COC1=C(CON(S(=O)(=O)C2=C(C=CC(=C2)CC)OC)C2=NOC3=C2C=CC=C3C(=O)NC)C=CC(=C1)OC 3-(N-((2,4-Dimethoxybenzyl)oxy)-5-ethyl-2-methoxyphenylsulphonamido)-N-methylbenzo[d]isoxazole-7-carboxamide